[Si](C)(C)(C(C)(C)C)OC1=CC=2CC[C@H]3[C@@H]4CC(C([C@@]4(C)CC[C@@H]3C2C=C1)=O)S(=O)C1=CC=CC=C1 3-tert-Butyldimethylsilyloxy-16-(phenylsulfinyl)-estra-1,3,5(10)-trien-17-one